BrC1=C2C(=NC=C1)OC=N2 7-bromooxazolo[5,4-b]pyridine